1-(4-(2-(((3R,4S)-1-(Cyclopropylsulfonyl)-3-methylpiperidin-4-yl)amino)-5-(trifluoromethyl)pyrimidin-4-yl)-1H-imidazol-1-yl)-2-methylpropan-2-ol C1(CC1)S(=O)(=O)N1C[C@H]([C@H](CC1)NC1=NC=C(C(=N1)C=1N=CN(C1)CC(C)(O)C)C(F)(F)F)C